2-(3-bromo-phenyl)-4,6-diphenyl-[1,3,5]triazine BrC=1C=C(C=CC1)C1=NC(=NC(=N1)C1=CC=CC=C1)C1=CC=CC=C1